CN1C(CC(CC1(C)C)N1N=C2C=C(C=CC2=C1)[C@@H]1NC[C@H](CC1)C)(C)C 2-(1,2,2,6,6-Pentamethyl-4-piperidyl)-6-[(2R,5S)-5-methyl-2-piperidyl]indazole